C(C=CC1=CC=CC=C1)(=O)OCCC(CCC(C)N)N (cinnamoyloxyethyl)pentane-1,4-diamine